4-(azidomethyl)-1-phenylpyrrolidin-2-one N(=[N+]=[N-])CC1CC(N(C1)C1=CC=CC=C1)=O